[4-(2-chlorophenyl)thiazol-2-yl]-5-methoxy-pyrazine-2-carboxamide ClC1=C(C=CC=C1)C=1N=C(SC1)C=1C(=NC=C(N1)OC)C(=O)N